IC=1C=NC(=C(C(=O)O)C1)OC 5-iodo-2-methoxynicotinic acid